2-[[(2R)-2-[[(2R)-2-amino-3-phenyl-propionyl]amino]hex-4-ynoylamino]hexanoyl]piperidine-4-carboxylic acid trifluoroacetate FC(C(=O)O)(F)F.N[C@@H](C(=O)N[C@@H](C(=O)NCCCCCC(=O)C1NCCC(C1)C(=O)O)CC#CC)CC1=CC=CC=C1